4-(3-Morpholinoxypropoxy)benzene-1-sulfonyl chloride N1(CCOCC1)OCCCOC1=CC=C(C=C1)S(=O)(=O)Cl